[(2S)-8-Chloro-2,3-dihydro-2-methyl-4H-1,4-benzoxazin-4-yl][2-methyl-5-(5-methyl-1H-1,2,4-triazol-1-yl)phenyl]methanone ClC1=CC=CC=2N(C[C@@H](OC21)C)C(=O)C2=C(C=CC(=C2)N2N=CN=C2C)C